O=C1NC(CCC1N1C(C2=CC=C(C=C2C1=O)N1CC2N(C(C1)C2)CC2CCN(CC2)CCOC2=CC=C(C=C2)C(=C(CC)C2=CC=CC=C2)C2=CC=CC=C2)=O)=O 2-(2,6-dioxopiperidin-3-yl)-5-(6-((1-(2-(4-(1,2-diphenylbut-1-en-1-yl)phenoxy)ethyl)piperidin-4-yl)methyl)-3,6-diazabicyclo[3.1.1]heptane-3-yl)isoindoline-1,3-dione